C1CCCO1 1,4-Butylenoxid